COC(=O)C1CCC(CC1)O 4-hydroxycyclohexane-1-carboxylic acid methyl ester